C(C1=CC=CC=C1)OC1=NC(=CC=C1N1C(N(C2=C1C=CC=C2OCC2CCN(CC2)C(=O)OC(C)(C)C)C)=O)OCC2=CC=CC=C2 tert-butyl 4-(((1-(2,6-bis(benzyloxy)pyridin-3-yl)-3-methyl-2-oxo-2,3-dihydro-1H-benzo[d]imidazol-4-yl)oxy)methyl)piperidine-1-carboxylate